COC1=CC=2C(=NC=C3N(C2)CC(C3)=C)C=C1 7-methoxy-2-methylene-2,3-dihydro-1H-benzo[e]pyrrolo[1,2-a][1,4]diazepin